C(C1=CC=CC=C1)NC(N)=S 3-benzyl-thiourea